Cl.FC1=C(C=C(C=C1)SC1CC(C1)NCC1=C2C=CN=CC2=CC=C1F)C(F)(F)F (1r,3r)-3-((4-fluoro-3-(trifluoromethyl)phenyl)thio)-N-((6-fluoroisoquinolin-5-yl)methyl)cyclobutane-1-amine hydrochloride